NC=1C=C2CCN(CC2=CC1)C(=O)OC(C)(C)C tert-butyl 6-amino-3,4-dihydroisoquinoline-2-carboxylate